(S)-3,4-dichloro-6,7,7a,8,10,11-hexahydro-9H-pyrazino[1,2-d]pyrido[3,2-b][1,4]oxazepin ClC1=C(C=2OCC[C@@H]3N(C2N=C1)CCNC3)Cl